4-Cyclohexyl-N-((7-(5-(Difluoromethyl)-1,3,4-Oxadiazol-2-Yl)Imidazo[1,2-a]Pyridin-2-Yl)Methyl)-N-(3-Fluorophenyl)Piperazine-1-Sulfonamide C1(CCCCC1)N1CCN(CC1)S(=O)(=O)N(C1=CC(=CC=C1)F)CC=1N=C2N(C=CC(=C2)C=2OC(=NN2)C(F)F)C1